FC(CNC1=CC=2N(C(=C1)C1=CC=C(C#N)C=C1)N=CN2)F 4-{7-[(2,2-difluoroethyl)amino]-[1,2,4]triazolo[1,5-a]pyridin-5-yl}benzonitrile